C(#N)C1=CC=C(C=C1)C=1C=C2C=C(C(N(C2=NC1)CCN1CCOCC1)=O)C(=O)NC1CC2(C1)CCC2 6-(4-cyanophenyl)-1-(2-morpholinoethyl)-2-oxo-N-(spiro[3.3]hept-2-yl)-1,2-dihydro-1,8-naphthyridine-3-carboxamide